(E)-4-(2-cyclohexylvinyl)-N-(3-(2-((4-((2-(2,6-dioxopiperidin-3-yl)-1,3-dioxoisoindolin-5-yl)oxy)butyl)(methyl)amino)-2-oxoethyl)benzyl)-5-methoxypicolinamide C1(CCCCC1)/C=C/C1=CC(=NC=C1OC)C(=O)NCC1=CC(=CC=C1)CC(=O)N(C)CCCCOC=1C=C2C(N(C(C2=CC1)=O)C1C(NC(CC1)=O)=O)=O